OC1=C(C(=O)C2=CC=C(C(=O)N[C@H]3[C@@H](CNC3)NC(=O)C3=CC=NC=C3)C=C2)C=C(C=C1)C N-[(3R,4R)-4-[4-(2-hydroxy-5-methylbenzoyl)benzamido]pyrrolidin-3-yl]pyridine-4-carboxamide